C(C)(C)(C)OC(NC=1C=C(C=NC1)C1=CC(=NC=C1)C=1NC(=C(N1)C)C)=O tert-Butyl[2'-(4,5-dimethyl-1H-imidazol-2-yl)-3,4'-bipyridin-5-yl]carbamat